(NE,R)-N-[(3R)-3-(4-Hydroxytetrahydropyran-4-Yl)Chroman-4-Ylidene]-2-Methyl-Propane-2-Sulfinamide OC1(CCOCC1)[C@H]/1COC2=CC=CC=C2\C1=N\[S@](=O)C(C)(C)C